CN1CCN(CC1)C(CN1N=CC(=C1)NC1=NN2C(C(=CC=C2)N2CC(C2)(C2=CC=CC=C2)CC#N)=N1)=O 2-[1-[2-[[1-[2-(4-Methylpiperazin-1-yl)-2-oxoethyl]pyrazol-4-yl]amino]-[1,2,4]triazolo[1,5-a]pyridin-8-yl]-3-phenylazetidin-3-yl]acetonitril